2-phenyl-1,2-propylene glycol C1(=CC=CC=C1)C(CO)(C)O